methyl 5-(4,4,5,5-tetramethyl-1,3,2-dioxaborolan-2-yl)-1H-pyrrole-3-carboxylate CC1(OB(OC1(C)C)C1=CC(=CN1)C(=O)OC)C